5-ethoxy-N-((4-(3-cyclopropyl-1,2,4-oxadiazol-5-yl)bicyclo[2.2.2]octan-1-yl)methyl)-N-(3-(5-ethoxy-1,3,4-oxadiazol-2-yl)phenyl)cyclobutanecarboxamide C(C)OC=1C=C(C=C(C1)N(C(=O)C1CCC1)CC12CCC(CC1)(CC2)C2=NC(=NO2)C2CC2)C=2OC(=NN2)OCC